FC1=C(C=2N(N=C1)C=C(N2)C=2C=NN(C2)C)N2CC1CCC(C2)N1C(=O)OC(C)(C)C tert-butyl 3-(7-fluoro-2-(1-methyl-1H-pyrazol-4-yl) imidazo[1,2-b]pyridazin-8-yl)-3,8-diazabicyclo[3.2.1]octane-8-carboxylate